ethyl 3-(4-(2-isopropylphenoxy)-2-((tetrahydro-2H-pyran-2-yloxy)methyl)phenyl)-4-nitrobutanoate C(C)(C)C1=C(OC2=CC(=C(C=C2)C(CC(=O)OCC)C[N+](=O)[O-])COC2OCCCC2)C=CC=C1